ClC=1C=C2C(=NN1)NC[C@]1(N2C[C@@H](C1)O)CC (6aS,8R)-2-chloro-6a-ethyl-5,6,6a,7,8,9-hexahydropyrrolo[1',2':4,5]-pyrazino[2,3-c]pyridazin-8-ol